N1C=CC2=CC=C3C(=C12)C=CC=C3 benzo[1,2-g]indole